methyl-propyl-ammonium sulfate S(=O)(=O)([O-])[O-].C[NH2+]CCC.C[NH2+]CCC